NCC=1C=C(C=CC1)N1N=C(C=C1C(=O)NC1=C(C=CC(=C1)C(C1=CC=CC=C1)NCC1CC1)F)C(F)(F)F 1-(3-(aminomethyl)phenyl)-N-(5-((cyclopropylmethylamino)(phenyl)methyl)-2-fluorophenyl)-3-(trifluoromethyl)-1H-pyrazole-5-carboxamide